C(=O)O.FC1=C(NC=2C(=NC(=C(N2)OC)C=2C3=C(C=NC2)N(C=N3)C)C(=O)O)C=CC(=C1F)CN1CCOCC1 3-[2,3-difluoro-4-(morpholinomethyl)anilino]-5-methoxy-6-(3-methylimidazo[4,5-c]pyridin-7-yl)pyrazine-2-carboxylic acid, formic acid salt